2-((8-(((2R,3S,4R,5R)-5-(2,4-dioxo-3,4-dihydropyrimidin-1(2H)-yl)-4-hydroxyl-2-(hydroxylmethyl)tetrahydrofuran-3-yl)oxy)octyl)oxy)isoindoline-1,3-dione O=C1N(C=CC(N1)=O)[C@H]1[C@@H]([C@@H]([C@H](O1)CO)OCCCCCCCCON1C(C2=CC=CC=C2C1=O)=O)O